3-bromo-2-chloro-6-fluoroaniline BrC=1C(=C(N)C(=CC1)F)Cl